(R)-N-((R)-(4-chlorophenyl)(cyclopropyl)methyl)-2-methylpropane-2-sulfinamide ClC1=CC=C(C=C1)[C@H](N[S@](=O)C(C)(C)C)C1CC1